FC1=C(CN2C(C3=C(C(=C2)C(=O)O)SC=C3)=O)C(=CC(=C1)C=1C3=CN(N=C3C=CC1)C)F 5-(2,6-Difluoro-4-(2-methyl-2H-indazol-4-yl)benzyl)-4-oxo-4,5-dihydrothieno[3,2-c]pyridine-7-carboxylic acid